FC=1C=C(C=C(C1OC)F)B1OC(C(O1)(C)C)(C)C 3,5-difluoro-4-(methoxy)phenyl-4,4,5,5-tetramethyl-1,3,2-dioxaborolane